2-(3-((5-methyl-2-((1-(1-(oxetan-3-yl)piperidin-4-yl)-1H-pyrazol-4-yl)amino)thieno[2,3-d]pyrimidin-4-yl)amino)phenyl)propan-2-ol CC1=CSC=2N=C(N=C(C21)NC=2C=C(C=CC2)C(C)(C)O)NC=2C=NN(C2)C2CCN(CC2)C2COC2